C(C)OC(CCC)=O.CC1=C(C=CC=C1)C dimethylbenzene ethyl-butyrate